7,11-dimethyldodecane-4,6,10-trien-3-one CC(=CC=CC(CC)=O)CCC=C(C)C